(R)-2-amino-1-propanol N[C@@H](CO)C